(S)-N-((R)-1-(4-carbamimidoylthiophen-2-yl)ethyl)-7-((5-(2,4-difluorophenyl)-3-fluoropicolinoyl)glycyl)-1,4-dioxa-7-azaspiro[4.4]nonane-8-carboxamide C(N)(=N)C=1C=C(SC1)[C@@H](C)NC(=O)[C@H]1N(CC2(OCCO2)C1)C(CNC(C1=NC=C(C=C1F)C1=C(C=C(C=C1)F)F)=O)=O